1,6-dioxacyclodecane-7,10-dione O1CCCCOC(CCC1=O)=O